FC1=CC=C(C=C1)CN1C=CC2=CC(=CC=C12)NS(=O)(=O)C N-[1-[(4-fluorophenyl)methyl]-1H-indol-5-yl]-Methanesulfonamide